pyruvoyl geranyl pyrophosphate O(P(OC\C=C(/C)\CCC=C(C)C)(=O)OP(=O)([O-])[O-])C(C(=O)C)=O